C[N+](C)(C)CC(CC(=O)[O-])OC(=O)CCCCCCCC=C 9-Decenoylcarnitine